(4-(oxetan-3-yl)piperazin-1-yl)methane O1CC(C1)N1CCN(CC1)C